FC=1C=C(C=C(C1)F)C1(CC1)C=1NC(C2=C(N1)CCNC2)=O 2-(1-(3,5-difluorophenyl)cyclopropyl)-5,6,7,8-tetrahydropyrido[4,3-d]pyrimidin-4(3H)-one